CN(CC(C1=CC=CC=C1)NC(=O)N1C(C=2NN=CC2C1)(C)C)C N-(2-(dimethylamino)-1-phenylethyl)-6,6-dimethyl-4,6-dihydropyrrolo[3,4-c]pyrazole-5(1H)-carboxamide